COC1=CC2=C(N=C(S2)NC2=NC=CC(=C2)NC2CNCC2)C=C1 N2-(6-methoxybenzo-[d]thiazol-2-yl)-N4-(pyrrolidin-3-yl)-pyridine-2,4-diamine